NC1=NC(N(C=C1)[C@@H]1O[C@]([C@H]([C@H]1O)OCC1=CC=CC=C1)(C)COCC1=CC=CC=C1)=O 4-amino-1-((2R,3R,4S,5R)-4-(benzyloxy)-5-((benzyloxy)methyl)-3-hydroxy-5-methyltetrahydrofuran-2-yl)pyrimidin-2(1H)-one